(R/S)-tert-butyl(2-(4-(4-((1-(hydroxymethyl)cyclobutyl)amino)-5-oxido-6,7-dihydrothieno[3,2-d]pyrimidin-2-yl)phenyl)propan-2-yl)carbamate C(C)(C)(C)OC(NC(C)(C)C1=CC=C(C=C1)C=1N=C(C2=C(N1)CC[S@]2=O)NC2(CCC2)CO)=O |r|